C(#N)C1=CC=C(OCCCCCOC=2N=CC(=NC2)C#N)C=C1 5-((5-(4-cyanophenoxy)pentyl)oxy)pyrazine-2-carbonitrile